(3-(1,1-difluoroethyl)quinoxalin-6-yl)ethan-1-one FC(C)(F)C=1C=NC2=CC=C(C=C2N1)C(C)=O